dimethyl 2-(((2R,3R,4S,5R)-5-(6-amino-2-chloro-9H-purin-9-yl)-4-fluoro-3-hydroxytetrahydrofuran-2-yl)methoxy)-2-(4-(trifluoromethyl)benzyl)malonate NC1=C2N=CN(C2=NC(=N1)Cl)[C@H]1[C@H]([C@@H]([C@H](O1)COC(C(=O)OC)(C(=O)OC)CC1=CC=C(C=C1)C(F)(F)F)O)F